N-{(1S)-1-cyano-2-[(3S)-2-oxopyrrolidin-3-yl]ethyl}-N2-[(4,5-dichloro-1H-imidazol-2-yl)carbonyl]-4-methyl-L-leucinamide C(#N)[C@H](C[C@H]1C(NCC1)=O)NC([C@@H](NC(=O)C=1NC(=C(N1)Cl)Cl)CC(C)(C)C)=O